(3S)-N'-(7-bromo-2-quinolyl)-N'-methyl-hexahydropyridazine-3-carbohydrazide dihydrochloride Cl.Cl.BrC1=CC=C2C=CC(=NC2=C1)N(NC(=O)[C@H]1NNCCC1)C